C(C)(C)OCC1=C(C=C(C=C1)COC(C)C)COC(C)C 1,2,4-tris(isopropoxymethyl)benzene